2-[6-[[5-(trifluoromethylsulfonyl)-2-pyridinyl]methyl]-2-azaspiro[3.3]heptane-2-carbonyl]-8-oxa-2,5-diazaspiro[3.5]nonan-6-one FC(S(=O)(=O)C=1C=CC(=NC1)CC1CC2(CN(C2)C(=O)N2CC3(C2)NC(COC3)=O)C1)(F)F